C(#N)CCC1CC(CCC1)NC1=C2C(=NC=C1C(=O)OCC)NC=C2 ethyl 4-((3-(2-cyanoethyl)cyclohexyl)amino)-1H-pyrrolo[2,3-b]pyridine-5-carboxylate